2,6-dichloro-para-trifluoromethylaniline ClC1=C(N)C(=CC(=C1)C(F)(F)F)Cl